C(C)(C)(C)OC(=O)N1C=CC2=CC=C(C=C12)CN1N=NC(=C1)C1=C2C=NN(C2=CC(=C1)NCCCl)C1OCCCC1 6-((4-(6-((2-chloroethyl)amino)-1-(tetrahydro-2H-pyran-2-yl)-1H-indazol-4-yl)-1H-1,2,3-triazol-1-yl)methyl)-1H-indole-1-carboxylic acid tert-butyl ester